CN(CCNCC(=O)NC=1SC=C(N1)C1=CC(=CC=C1)NS(=O)(=O)C1=CC=C(C=C1)CCCCC)C 2-((2-(dimethylamino)ethyl)amino)-N-(4-(3-((4-pentylphenyl)sulfonamido)phenyl)thiazol-2-yl)acetamide